2-[2-(aminomethyl)-3,3-difluoro-allyl]-4-[6-[6-(dimethylamino)-3-pyridyl]-3-pyridyl]-1,2,4-triazol-3-one NCC(CN1N=CN(C1=O)C=1C=NC(=CC1)C=1C=NC(=CC1)N(C)C)=C(F)F